1-(15Z-tetracosenoyl)-2-(9Z,12Z,15Z-octadecatrienoyl)-sn-glycero-3-phosphocholine CCCCCCCC/C=C\CCCCCCCCCCCCCC(=O)OC[C@H](COP(=O)([O-])OCC[N+](C)(C)C)OC(=O)CCCCCCC/C=C\C/C=C\C/C=C\CC